C1=CC=CC=2C3=CC=CC=C3C(=CC12)C1=CC=C(C=C1)C=1C=CC=2N(C3=CC=CC=C3C2C1)C1=CC=CC=C1 3-(4-(9-phenanthryl)-phenyl)-9-phenyl-9H-carbazole